5,5',6,6'-tetramethyl-[1,1'-biphenyl]-2,2'-diamine CC1=CC=C(C(=C1C)C=1C(=CC=C(C1C)C)N)N